tert-butyl 3-(4-(3,5-difluoro-2-(trifluoromethyl)phenyl)piperidine-1-carbonyl)-4,5-dihydro-1H-pyrazolo[3,4-c]pyridine-6(7H)-carboxylate FC=1C(=C(C=C(C1)F)C1CCN(CC1)C(=O)C1=NNC=2CN(CCC21)C(=O)OC(C)(C)C)C(F)(F)F